3-{4-[4-(2,6-dimethylphenyl)piperazine-1-sulfonyl]phenyl}-1-(pyridin-3-ylmethyl)urea CC1=C(C(=CC=C1)C)N1CCN(CC1)S(=O)(=O)C1=CC=C(C=C1)NC(NCC=1C=NC=CC1)=O